4-Methyl-4-({2-[(cis)-4-(2-chloro-4-fluorophenyl)cyclohexyl]ethyl}amino)piperidin-2-one CC1(CC(NCC1)=O)NCC[C@@H]1CC[C@@H](CC1)C1=C(C=C(C=C1)F)Cl